norbornyl-enoate C12(C=CC(CC1)C2)C(=O)[O-]